4-fluoro-5,7-dimethyl-8,14-dioxa-10,19,20-triazatetracyclo[13.5.2.12,6.018,21]tricosa-1(20),2(23),3,5,15(22),16,18(21)-heptaen-9-one FC1=CC=2C3=NNC=4C=CC(OCCCNC(OC(C(=C1C)C2)C)=O)=CC34